NC=1C(=NC(=CN1)C1=C(C=CC(=C1)C=1C=NN(C1)CC(F)(F)F)F)C(=O)N[C@@H]1CNCC(C1)(F)F (S)-3-amino-N-(5,5-difluoropiperidin-3-yl)-6-(2-fluoro-5-(1-(2,2,2-trifluoroethyl)-1H-pyrazol-4-yl)phenyl)pyrazine-2-carboxamide